C(=O)=C1NC(CCC1N1C(N(C2=C1C=CC=C2N2CCCCC2)C)=C=O)=C=O 1-(1-(2,6-dicarbonylpiperidin-3-yl)-3-methyl-2-carbonyl-2,3-dihydro-1H-benzimidazol-4-yl)piperidine